C12C(CCCCCCCCC1)O2 epoxycycloundecane